1-(6-bromopyridin-2-yl)cyclopropanecarbonitrile BrC1=CC=CC(=N1)C1(CC1)C#N